allyl-tetraethylene glycol C(C=C)C(COCCOCCOCCO)O